5-bromo-N-(2-(2,6-dioxopiperidin-3-yl)-1,3-dioxoisoindolin-4-yl)pentanamide BrCCCCC(=O)NC1=C2C(N(C(C2=CC=C1)=O)C1C(NC(CC1)=O)=O)=O